C(#N)[C@H]1N(CSC1)C(CNC(=O)C1=CC=NC2=CC=C(C=C12)N1CC(C1)C1=CC=C(C=C1)C)=O (R)-N-(2-(4-Cyanothiazolidin-3-yl)-2-oxoethyl)-6-(3-(p-tolyl)azaCyclobutan-1-yl)quinoline-4-carboxamide